C(C)(=O)C([C@]([C@@]([C@@]([C@](C=O)(O)N)(O)C(C)=O)(O)C(C)=O)(O)C(C)=O)(O)C(C)=O Pentaacetyl-D-(+)-2-Aminogalactose